C(C1=CC=CC=C1)(=O)[C@@]1(C[C@H](O)[C@@H](CO[Si](C)(C)C(C)(C)C)O1)N1C=NC=2C(N)=NC=NC12 benzoyl-5'-O-tert-butyldimethylsilyl-2'-deoxyadenosine